cis-rac-tert-butyl (3R,4S)-4-((7-bromo-4-chloroquinazolin-6-yl)amino)-3-fluoropiperidine-1-carboxylate BrC1=C(C=C2C(=NC=NC2=C1)Cl)N[C@@H]1[C@@H](CN(CC1)C(=O)OC(C)(C)C)F |r|